O=C1NC2=C(N[C@H]1CNC(OC(C)(C)C)=O)N=CC=C2 tert-butyl (S)-((2-oxo-1,2,3,4-tetrahydropyrido[2,3-b]pyrazin-3-yl)methyl)carbamate